FC1=C(C(=CC=C1)C)N1CCC(CC1)N1C(NC=2C(C1)=NN(C2)COCC[Si](C)(C)C)=O 6-[1-(2-Fluoro-6-methyl-phenyl)-piperidin-4-yl]-2-(2-trimethylsilanyl-ethoxymethyl)-2,4,6,7-tetrahydro-pyrazolo[4,3-d]pyrimidin-5-one